tert-Butyl (3R)-3-{[5-(2,5-dicyanophenyl)-1-trityl-1H-indazol-3-yl]carbamoyl}piperidine-1-carboxylate C(#N)C1=C(C=C(C=C1)C#N)C=1C=C2C(=NN(C2=CC1)C(C1=CC=CC=C1)(C1=CC=CC=C1)C1=CC=CC=C1)NC(=O)[C@H]1CN(CCC1)C(=O)OC(C)(C)C